(2,2-dimethoxyethyl)-1,4-dihydro-3-methoxy-4-oxo-2,5-pyridinedicarboxylic acid 2-methyl ester COC(=O)C=1N(C=C(C(C1OC)=O)C(=O)O)CC(OC)OC